[N+](=O)([O-])/C=C/C1=C(C=C(C(=O)O)C=C1)C(F)(F)F (E)-4-(2-nitrovinyl)-3-(trifluoromethyl)benzoic acid